3-(3-isoquinolyl)-L-alanine C1=NC(=CC2=CC=CC=C12)C[C@H](N)C(=O)O